2-(3,3-difluoropropyl)-2H-1,2,3-triazole-4-carboxylic acid FC(CCN1N=CC(=N1)C(=O)O)F